[Li].[Ga].[In].[Se] selenium indium gallium lithium